N-(2-(2-(2-aminoethoxy)ethoxy)ethyl)-4-azidobenzamide hydrochloride Cl.NCCOCCOCCNC(C1=CC=C(C=C1)N=[N+]=[N-])=O